(7-chloro-1H-benzo[d]imidazol-2-yl)(1-(hydroxymethyl)-3,4-dihydroisoquinolin-2(1H)-yl)methanone ClC1=CC=CC2=C1NC(=N2)C(=O)N2C(C1=CC=CC=C1CC2)CO